CSC(C(=O)N1C(CCCC1)C=1OC(=NN1)C1=CC=C(C=C1)C)C 2-(methylthio)-1-(2-(5-(p-tolyl)-1,3,4-oxadiazol-2-yl)piperidin-1-yl)propan-1-one